N-(4,4-dimethyl-5,6-dihydropyrrolo[1,2-b]pyrazol-2-yl)-4-methyl-3-[2-(3-pyridinyl)ethynyl]benzamide CC1(CCN2N=C(C=C21)NC(C2=CC(=C(C=C2)C)C#CC=2C=NC=CC2)=O)C